C(C)(=O)C=1C=C(OC2=C(C=C(C=C2)NC(=O)C=2C(N(C=CC2OCC)C2=CC=C(C=C2)F)=O)F)C=CC1O N-(4-(3-acetyl-4-hydroxyphenoxy)-3-fluorophenyl)-4-ethoxy-1-(4-fluorophenyl)-2-oxo-1,2-dihydropyridine-3-carboxamide